C(CC)C1=C(C2=CC=CC=C2C(=C1)C)N1C(C=CC1=O)=O 1-(2-propyl-4-methylnaphthalen-1-yl)-1H-pyrrole-2,5-dione